tert-butyl (2-cyano-2-(isoquinolin-4-ylamino)ethyl)(6,6-difluorospiro[3.3]heptan-2-yl)carbamate C(#N)C(CN(C(OC(C)(C)C)=O)C1CC2(C1)CC(C2)(F)F)NC2=CN=CC1=CC=CC=C21